NC=1C(NC2=C3C=CC=NC3=C(C=C2C1C1=C2C=NNC2=C(C=C1)F)C=1CCOC1)=O 3-Amino-6-(2,3-dihydrofuran-4-yl)-4-(7-fluoro-1H-indazol-4-yl)-1H-1,7-phenanthrolin-2-one